C1(=CC=C(C=C1)C(=C)C=1OC=CC1)C 2-(1-(p-tolyl)vinyl)furan